6-[4-[4-[[6-oxo-5-(trifluoromethyl)-1H-pyridazin-3-yl]amino]butanoyl]piperazin-1-yl]pyridine-3-carbonitrile O=C1C(=CC(=NN1)NCCCC(=O)N1CCN(CC1)C1=CC=C(C=N1)C#N)C(F)(F)F